(R)-7-((6-(azetidin-1-ylmethyl)-5-(tetrahydrofuran-3-yl)pyridin-2-yl)amino)-4-(7-fluoro-imidazo[1,2-a]pyridin-3-yl)isoindolin-1-one N1(CCC1)CC1=C(C=CC(=N1)NC=1C=CC(=C2CNC(C12)=O)C1=CN=C2N1C=CC(=C2)F)[C@@H]2COCC2